N-(3-(6-amino-5-(2-(N-methylacrylamido)ethoxy)pyrimidin-4-yl)-5-fluoro-2-(hydroxymethyl)phenyl)-6'-fluoro-2',3'-dihydrospiro[cyclopropane-1,1'-indene]-5'-carboxamide NC1=C(C(=NC=N1)C=1C(=C(C=C(C1)F)NC(=O)C=1C=C2CCC3(C2=CC1F)CC3)CO)OCCN(C(C=C)=O)C